C(=O)(OC(C)(C)C)N1CC2(C1)CC(C2)N 2-Boc-6-amino-2-aza-spiro[3.3]heptane